[C@H]12CN(C[C@H](CC1)N2C(=O)OC(C)(C)C)C(=O)OCC=C 3-Allyl 8-(tert-butyl) (1R,5S)-3,8-diazabicyclo[3.2.1]octane-3,8-dicarboxylate